BrC1=C(C(=CC(=C1O)Br)/C=N/C1=CC(=C(C=C1)C=1OC2=C(N1)C(=CC=C2)C)O)O (E)-2,4-dibromo-6-(((3-hydroxy-4-(4-methylbenzo[d]oxazol-2-yl)phenyl)imino)methyl)benzene-1,3-diol